OC[C@H](C[C@H]1C(NCC1)=O)NC([C@H](CC(C)C)NC(O[C@@H](C(F)(F)C=1C=C(C=CC1)C1=CC=CC=C1)C(C)C)=O)=O (R)-1-([1,1'-biphenyl]-3-yl)-1,1-difluoro-3-methylbutan-2-yl ((S)-1-(((S)-1-hydroxy-3-((S)-2-oxopyrrolidin-3-yl)propan-2-yl)amino)-4-methyl-1-oxopentan-2-yl)carbamate